(S)-N-((1R,2R)-1-Cyano-2-(((R)-1,1,1-trifluoropropan-2-yl)oxy)propyl)-2-methylpropane-2-sulfinamide C(#N)[C@H]([C@@H](C)O[C@@H](C(F)(F)F)C)N[S@@](=O)C(C)(C)C